COC(=O)C1=CC(=NN1C1=CC=C(C=C1)F)C(F)F 3-(Difluoromethyl)-1-(4-fluorophenyl)-1H-pyrazole-5-carboxylic acid methyl ester